C(C)C1(COC1)C(OCC1COC1)CC 3-ethyl-3-(β-ethyloxetan-3-ylmethoxymethyl)oxetane